COC(C(CC1CCCCC1)NC[C@H](C(C)(C)C)NC(=O)OCC1=CC=CC=C1)=O 2-((S)-2-(((benzyloxy)carbonyl)amino)-3,3-dimethylbutylamino)-3-cyclohexylpropionic acid methyl ester